3-(4-(8-((1-(4'-bromo-5'-oxo-5'H-spiro[cyclohexane-1,7'-indolo[1,2-a]quinazolin]-10'-yl)piperidin-4-yl)methyl)-2,8-diazaspiro[4.5]decan-2-yl)-2,6-difluorophenyl)piperidine-2,6-dione BrC=1C=2C(N=C3N(C2C=CC1)C1=CC(=CC=C1C31CCCCC1)N1CCC(CC1)CN1CCC3(CCN(C3)C3=CC(=C(C(=C3)F)C3C(NC(CC3)=O)=O)F)CC1)=O